tert-Butyl 4-(4-fluoro-3-hydroxy-phenyl)piperidine-1-carboxylate FC1=C(C=C(C=C1)C1CCN(CC1)C(=O)OC(C)(C)C)O